COC(=O)C1=CSC(=C1)Br.CC(C)C(CC(CCC(CC)C)C)C 2,3,5,8-tetramethyl-decane methyl-5-bromothiophene-3-carboxylate